(S)-N-(3-(5-fluoro-2-((3-methoxy-1-methyl-1H-pyrazol-4-yl)amino)pyrimidin-4-yl)-1H-indol-7-yl)-1-(methanesulfonyl)pyrrolidine-2-carboxamide FC=1C(=NC(=NC1)NC=1C(=NN(C1)C)OC)C1=CNC2=C(C=CC=C12)NC(=O)[C@H]1N(CCC1)S(=O)(=O)C